1-(1-oxo-1,2-dihydro-phthalazin-5-yl)-5-(trifluoromethyl)-N-(2-trifluoromethylpyridin-4-yl)-1H-pyrazole-4-carboxamide O=C1NN=CC2=C(C=CC=C12)N1N=CC(=C1C(F)(F)F)C(=O)NC1=CC(=NC=C1)C(F)(F)F